3-methylbutan-2-ol 2-((3-methylbutan-2-yl)oxy)acetate CC(C(C)OCC(=O)OC(C)C(C)C)C